NC1=NC(=NC(=N1)N)N1CCOCC1 2,4-diamino-6-morpholino-1,3,5-triazine